[Si](C)(C)(C(C)(C)C)OC1=CC=C(C=C1)CCCCCCCC=O 8-(4-((tert-butyldimethylsilyl)oxy)phenyl)octanal